C(C1CO1)OC1=CC2=CC=C(C=C2C=C1)OCC1CO1 2,6-diglycidyloxynaphthalene